3,3',5,5'-tetrabromo[1,1'-biphenyl]-4,4'-diol BrC=1C=C(C=C(C1O)Br)C1=CC(=C(C(=C1)Br)O)Br